methyl 6-(6-fluoropyridin-3-yl)pyrazine-2-carboxylate FC1=CC=C(C=N1)C1=CN=CC(=N1)C(=O)OC